2-amino-1-(2-fluorophenyl)ethan-1-one-hydrogen chloride salt Cl.NCC(=O)C1=C(C=CC=C1)F